5-Fluoro-4-(7'-fluoro-2'-methylspiro[cyclopentane-1,3'-indol]-5'-yl)-N-(5-(4-methylpiperazin-1-yl)pyridin-2-yl)pyrimidine FC=1C(=NCN(C1)C1=NC=C(C=C1)N1CCN(CC1)C)C=1C=C2C3(C(=NC2=C(C1)F)C)CCCC3